(S)-5-(3-(5-bromo-6-(trifluoromethyl)isoindolin-2-yl)-3-oxopropyl)-5-cyclopropylimidazole-2,4-dione BrC=1C=C2CN(CC2=CC1C(F)(F)F)C(CC[C@@]1(C(NC(N1)=O)=O)C1CC1)=O